tert-butyl N-[(3R)-5-[(4-chlorophenyl)methyl]-8-fluoro-7-[5-(2-oxa-5-azabicyclo[4.1.0]heptan-5-yl)-1,2,4-oxadiazol-3-yl]-4-oxo-2,3-dihydro-1,5-benzothiazepin-3-yl]carbamate ClC1=CC=C(C=C1)CN1C([C@H](CSC2=C1C=C(C(=C2)F)C2=NOC(=N2)N2CCOC1CC21)NC(OC(C)(C)C)=O)=O